BrC1=C2CCN(C(C2=CC(=C1)CN1C(=NC=C1)NC)=O)C(C)C1=NC=C(C#N)C(=C1)OCC 6-(1-(5-bromo-7-((2-(methylamino)-1H-imidazol-1-yl)methyl)-1-oxo-3,4-dihydroisoquinolin-2(1H)-yl)ethyl)-4-ethoxynicotinonitrile